C1(CCCC1)N1C(=CC2=C1N=C(N=C2)NC2=NC=C(C=C2)N2CC(C2)=O)C(=O)N(C)C 7-cyclopentyl-N,N-dimethyl-2-((5-(3-oxoazetidin-1-yl)pyridin-2-yl)amino)-7H-pyrrolo[2,3-d]pyrimidine-6-carboxamide